C1(=CC=CC=C1)C(C(CC(=O)C1=CC=CC=C1)(C1=C(C=CC=C1)C)C1=CC=CC=C1)=O 1,2,4-triphenyl-2-(o-tolyl)butane-1,4-dione